(biphenyl-4-yl)-(9,9-dimethylfluoren-2-yl)amine C1(=CC=C(C=C1)NC1=CC=2C(C3=CC=CC=C3C2C=C1)(C)C)C1=CC=CC=C1